C1(=CC=CC=C1)C[C@@H](B1O[C@@]2([C@H](O1)C[C@H]1C([C@@H]2C1)(C)C)C)NC(=O)OC[C@@H]1CN(CC1)C(=O)OC(C)(C)C tert-butyl (S)-3-(((((R)-2-phenyl-1-((3aS,4S,6S,7aR)-3a,5,5-trimethylhexahydro-4,6-methanobenzo[d][1,3,2]dioxaborol-2-yl)ethyl)carbamoyl)oxy)methyl)pyrrolidine-1-carboxylate